The molecule is a dipeptide obtained by formal condensation of the carboxy group of L-glutamic acid with the amino group of L-isoleucine. It derives from a L-glutamic acid and a L-isoleucine. CC[C@H](C)[C@@H](C(=O)O)NC(=O)[C@H](CCC(=O)O)N